BrC=1N=C(C(=NC1Cl)/N=C/N(C)C)C (E)-N'-(5-bromo-6-chloro-3-methylpyrazin-2-yl)-N,N-dimethylformimidamide